N-(4-((3,5-dimethyl-4-oxo-3,4-dihydroquinazolin-6-yl)amino)-3,5-difluoropyridin-2-yl)-N-((2-(trimethylsilyl)ethoxy)methyl)propane-1-sulfonamide CN1C=NC2=CC=C(C(=C2C1=O)C)NC1=C(C(=NC=C1F)N(S(=O)(=O)CCC)COCC[Si](C)(C)C)F